C[N+](C)(C1CCCCC1)C1CCCCC1 N,N-dimethyl-dicyclohexylammonium